nonafluoro-1-butanesulfonyl chloride FC(C(C(S(=O)(=O)Cl)(F)F)(F)F)(C(F)(F)F)F